C1(=CC=CC=C1)P(=O)(C1=C2OC=3C(=CC=CC3C(C2=CC=C1)(C)C)P(C1=CC=CC=C1)C1=CC=CC=C1)C1=CC=CC=C1 (5-diphenylphosphinyl-9,9-dimethyl-xanthen-4-yl)-diphenyl-phosphane